Benzyl ((6-((3-fluoro-5-(1-methyl-1H-pyrazol-4-yl)benzyl)carbamoyl)-7H-purin-8-yl)methyl)carbamate FC=1C=C(CNC(=O)C2=C3NC(=NC3=NC=N2)CNC(OCC2=CC=CC=C2)=O)C=C(C1)C=1C=NN(C1)C